nickel-iron-copper-magnesium-manganese [Mn].[Mg].[Cu].[Fe].[Ni]